CSC1(N=C(C2=NC=NC2=N1)N)OC 2-methylthio-2-methoxy-adenine